dilauryl-amide sodium [Na+].C(CCCCCCCCCCC)[N-]CCCCCCCCCCCC